Triazen N=NN